NC=1C(=NC=CC1CCCO)C(C)C (R)-3-(3-amino-2-isopropylpyridin-4-yl)propan-1-ol